propylene ammonium salt [NH4+].C=CC